C(C)[C@@]12[C@@](OB(O1)C=1C=CC(=C(C1)C1=CC=C3C(=CN=NC3=C1)N)OC)(CCC2)CC 7-{5-[(3aR,6aS)-3a,6a-diethyl-hexahydrocyclopenta[d][1,3,2]dioxaborol-2-yl]-2-methoxyphenyl}cinnolin-4-amine